C(C)OC(C1=CC(=CC(=C1)O)O)=O ethyl-3,5-dihydroxy-benzoate